BrC1=C(C(=CC=C1)OCC#C)C 1-bromo-2-methyl-3-prop-2-ynoxy-benzene